1-(4-methylthiophene-3-yl)cyclopropanecarbonitrile CC=1C(=CSC1)C1(CC1)C#N